(3S)-3-amino-6,8-difluoro-3,5-dihydro-2H-1,5-benzoxazepine-4-one N[C@H]1COC2=C(NC1=O)C(=CC(=C2)F)F